CCC[C@@H](C(=O)OCC)N[C@@H](C)C(=O)N1[C@H]2CCCC[C@H]2C[C@H]1C(=O)[O-] The molecule is a monocarboxylic acid anion that is the conjugate base of perindopril, obtained by deprotonation of the hydroxy group; major species at pH 7.3. It is a conjugate base of a perindopril.